C1(CC1)[C@]1(C(N(C[C@H]1C)C=1C=2N(C=C(N1)C=1C=NC=CC1)N=CC2)=O)C#N (3R,4S)-3-cyclopropyl-4-methyl-2-oxo-1-(6-pyridin-3-ylpyrazolo[1,5-a]pyrazin-4-yl)pyrrolidine-3-carbonitrile